4-((4-(6-(2-(Benzylamino)-2-oxoethyl)pyridin-3-yl)phenoxy)methyl)-2-fluoro-N-hydroxybenzoamide C(C1=CC=CC=C1)NC(CC1=CC=C(C=N1)C1=CC=C(OCC2=CC(=C(C(=O)NO)C=C2)F)C=C1)=O